((1s,4s)-4-((4-(6-((4-((S)-3-phenylisoxazolidin-2-yl)-5-(trifluoromethyl)pyrimidin-2-yl)amino)pyridin-3-yl)piperidin-1-yl)methyl)cyclohexyl)methanol C1(=CC=CC=C1)[C@H]1N(OCC1)C1=NC(=NC=C1C(F)(F)F)NC1=CC=C(C=N1)C1CCN(CC1)CC1CCC(CC1)CO